2-{[(2-{bicyclo[4.1.0]heptane-7-amido}pyridin-4-yl)methyl]sulfanyl}ethyl bicyclo[4.1.0]heptane-7-carboxylate C12CCCCC2C1C(=O)OCCSCC1=CC(=NC=C1)NC(=O)C1C2CCCCC12